1-(2-(Benzyloxy)ethyl)-3-(2-methoxy-3-nitrophenyl)-1H-1,2,4-triazole C(C1=CC=CC=C1)OCCN1N=C(N=C1)C1=C(C(=CC=C1)[N+](=O)[O-])OC